N4-[(R or S)-cyclopropyl-[2-(trifluoromethyl)-1H-imidazol-4-yl]methyl]-6-(1H-indazol-5-yl)-1,3,5-triazine-2,4-diamine C1(CC1)[C@@H](NC1=NC(=NC(=N1)C=1C=C2C=NNC2=CC1)N)C=1N=C(NC1)C(F)(F)F |o1:3|